(2S)-1-[(9Z,12Z)-octadeca-9,12-dien-1-yloxy]decan-2-amine C(CCCCCCC\C=C/C\C=C/CCCCC)OC[C@H](CCCCCCCC)N